((4aR,6aS,7S)-4a,6a-dimethyl-2-oxo-2,4a,4b,5,6,6a,7,8,9,9a,9b,10,11,11a-tetradecahydro-1H-indeno[5,4-f]quinolin-7-yl)methyl 2,4-difluorobenzoate FC1=C(C(=O)OC[C@H]2CCC3[C@@]2(CCC2[C@]4(C=CC(NC4CCC23)=O)C)C)C=CC(=C1)F